methylvinylbenzocyclobutene CC=CC1CC=2C1=CC=CC2